2-(dimethylamino)-1-ethanol CN(CCO)C